2-(2-Hydroxybenzoyl)benzaldehyde OC1=C(C(=O)C2=C(C=O)C=CC=C2)C=CC=C1